2-[5-[(1r,4r,7r)-7-amino-2-azabicyclo[2.2.1]heptane-2-carbonyl]-7-fluoro-1-methyl-benzoimidazol-2-yl]-11-ethyl-1-azatricyclo[6.3.1.04,12]dodeca-2,4(12),5,7-tetraen-9-one N[C@H]1[C@@H]2N(C[C@H]1CC2)C(=O)C2=CC1=C(N(C(=N1)C=1N3C(CC(C4=CC=CC(C1)=C34)=O)CC)C)C(=C2)F